FC(C(=O)O)(F)F.C1(CCCC12CCNCC2)N 8-azaspiro[4.5]decan-1-amine trifluoroacetate salt